O=C1C=2C=CN(C2CCC1)C(=O)OCCCC butyl 4-oxo-6,7-dihydro-5H-indole-1-carboxylate